hexatriaconta-16,24,26,28-tetraene CCCCCCCCCCCCCCCC=CCCCCCCC=CC=CC=CCCCCCCC